[C@H]12C(=CCC(C1(C)C)C2)C (S)-alpha-Pinene